CN(C=1C=C(C=CC1)N1/C(/SCC1=O)=N/C(=O)NC1=C(C=C(C=C1)C1=NN(C=N1)C1=CC=C(C=C1)OC(F)(F)F)F)C (Z)-1-(3-(3-(dimethylamino)phenyl)-4-oxothiazolidin-2-ylidene)-3-(2-fluoro-4-(1-(4-(trifluoromethoxy)phenyl)-1H-1,2,4-triazol-3-yl)phenyl)urea